yttrium diphenylmalonate hydrate O.C1(=CC=CC=C1)C(C(=O)[O-])(C(=O)[O-])C1=CC=CC=C1.[Y+3].C1(=CC=CC=C1)C(C(=O)[O-])(C(=O)[O-])C1=CC=CC=C1.C1(=CC=CC=C1)C(C(=O)[O-])(C(=O)[O-])C1=CC=CC=C1.[Y+3]